trans-4-(4-(2-(4,4,5,5-tetramethyl-1,3,2-dioxaborolan-2-yl)vinyl)benzyl)morpholine CC1(OB(OC1(C)C)/C=C/C1=CC=C(CN2CCOCC2)C=C1)C